C(C)OCC=1N(C(=CN1)C1=CC=CC=C1)CC(C)C 2-(ethoxymethyl)-1-(2-methylpropyl)-5-phenyl-1H-imidazole